C(C)(C)(C)OC(=O)N1[C@@H](CN(C[C@@H]1C)C1=CC(=C(C=C1)C(=O)OCC)NC(C=C)=O)C (2R,6S)-4-(3-acrylamido-4-(ethoxycarbonyl)phenyl)-2,6-dimethylpiperazine-1-carboxylic acid tert-butyl ester